N-(4-([1,2,4]Triazolo[1,5-a]pyridin-7-yloxy)-3-chloro-2-fluorophenyl)-6-(hexahydropyrrolo[3,4-b]pyrrol-5(1H)-yl)-7-methoxypyrido[3,2-d]pyrimidin-4-amine N=1C=NN2C1C=C(C=C2)OC2=C(C(=C(C=C2)NC=2C1=C(N=CN2)C=C(C(=N1)N1CC2NCCC2C1)OC)F)Cl